BrC=1C=CC2=C(N=C(S2)N)C1 5-Bromobenzo[d]thiazol-2-amin